C(#N)C=1C(=NC(=C(C(=O)O)C1)C)N1CCN(CC1)C(CC1=CC=CC=C1)=O 5-cyano-2-methyl-6-(4-(2-phenylacetyl)piperazin-1-yl)nicotinic acid